C(C)(C)(C)OC(=O)N1C(CCC(C1)(F)F)C(=O)O 1-(tert-butoxycarbonyl)-5,5-difluoropiperidine-2-carboxylic acid